BrC1=CC=2N(C=C1)C(=CN2)C2=CC(=C(C(=O)NCC)C(=C2)OC)OC(F)F 4-(7-bromoimidazo[1,2-a]pyridin-3-yl)-2-(difluoromethoxy)-N-ethyl-6-methoxy-benzamide